methyl 2-(1-methylpiperidin-4-yl)-5-({5H,6H,7H,8H-pyrido[3,4-d]pyrimidin-2-yl}amino)benzoate CN1CCC(CC1)C1=C(C(=O)OC)C=C(C=C1)NC=1N=CC2=C(N1)CNCC2